1-(4-(2-(didodecylamino)ethyl)piperazin-1-yl)ethan-1-one C(CCCCCCCCCCC)N(CCN1CCN(CC1)C(C)=O)CCCCCCCCCCCC